C(C)CS(=O)(=O)O.CS(=O)(=O)OC methyl methanesulfonate (ethyl methanesulfonate)